C(C1=CC=CC=C1)OC=1C=C(C=C(C1)OCC1=CC=CC=C1)C(=O)N1C2=C(NC3=C(C1)C=NN3C)C=CC=C2 (3,5-Bis(benzyloxy)phenyl)(1-methyl-4,10-dihydrobenzo[b]pyrazolo[3,4-e][1,4]diazepin-5(1H)-yl)methanone